3-(5-((3-(4-((4'-chloro-4-methoxy-4-methyl-3,4,5,6-tetrahydro-[1,1'-biphenyl]-2-yl)methyl)piperazin-1-yl)propyl)thio)-2-methyl-4-oxoquinazolin-3(4H)-yl)piperidin ClC1=CC=C(C=C1)C1=C(CC(CC1)(C)OC)CN1CCN(CC1)CCCSC1=C2C(N(C(=NC2=CC=C1)C)C1CNCCC1)=O